anti-statine N[C@@H](CC(C)C)[C@@H](O)CC(O)=O